FC1=C(OP(=O)(OC2=CC=CC=C2)N[C@@H](C)C(=O)OC2CC3(C2)CCC3)C(=C(C(=C1F)F)F)F spiro[3.3]heptan-2-yl ((perfluorophenoxy)(phenoxy)phosphoryl)-L-alaninate